diaminobicyclooctanecarboxylic acid NC1(C(CCCCCC1)(C1CCCCCCC1)C(=O)O)N